S(=O)(=O)([O-])OS(=O)(=O)[O-].[Ce+4].S(=O)(=O)([O-])OS(=O)(=O)[O-] cerium (4+) disulfate